CN(C(=O)C=1N=C(SC1)C1CCN(CC1)C(CN1N=C(C=C1C)C(F)(F)F)=O)[C@@H]1CCCC2=CC=CC=C12 N-methyl-2-(1-{[5-methyl-3-(trifluoromethyl)-1H-pyrazol-1-yl]acetyl}piperidin-4-yl)-N-[(1R)-1,2,3,4-tetrahydronaphthalen-1-yl]-1,3-thiazole-4-carboxamide